C1(C=CC2=CC=CC=C12)B(O)O indenylboronic acid